FC=1C(=C(C=CC1F)[C@H]1[C@@H](N[C@]([C@H]1C)(C(F)(F)F)C)C(=O)NC1=CC(=NC=C1)C(=O)N)OC 4-((2R,3S,4S,5R)-3-(3,4-difluoro-2-methoxyphenyl)-4,5-dimethyl-5-(trifluoromethyl)pyrrolidine-2-carboxamido)picolinamide